tert-Butyl 4-(6-fluoropyridin-2-yl)piperidine-1-carboxylate FC1=CC=CC(=N1)C1CCN(CC1)C(=O)OC(C)(C)C